6-bromo-5-fluoro-3-(2-trimethylsilylethoxymethyl)-1,3-benzoxazol-2-one BrC1=CC2=C(N(C(O2)=O)COCC[Si](C)(C)C)C=C1F